2-(1-((trans)-4-ethoxycyclohexyl)-4-nitro-1H-pyrazol-3-yl)pyridine C(C)O[C@@H]1CC[C@H](CC1)N1N=C(C(=C1)[N+](=O)[O-])C1=NC=CC=C1